ONC(\C=C\C1=C(C=CC=C1)N1CCN(CC1)C(CCC(C)C)=O)=O (E)-N-hydroxy-3-(2-(4-(4-methylpentanoyl)piperazin-1-yl)phenyl)acrylamide